{2-[2-(2-{2-[N-(2-{2-[2-(2-azidoethoxy)ethoxy]ethoxy}ethyl)-2,2,2-trifluoroacetamido]ethoxy}ethoxy)ethoxy]ethyl}carbamate N(=[N+]=[N-])CCOCCOCCOCCN(C(C(F)(F)F)=O)CCOCCOCCOCCNC([O-])=O